N-(4-methylpyridin-3-yl)pivalamide CC1=C(C=NC=C1)NC(C(C)(C)C)=O